C1(CCCCC1)C=1C=C(C(NC1C(F)(F)F)=O)C(=O)N 5-cyclohexyl-2-oxo-6-(trifluoromethyl)-1,2-dihydropyridine-3-carboxamide